C(C)OC(=O)C=1OC2=C(C1C)C(C(C1(CC1)C2)=CN(C)C)=O 5-[(dimethylamino)methylene]-3-methyl-4-oxo-4,7-dihydro-5H-spiro[[1]benzofuran-6,1'-cyclopropane]-2-carboxylic acid ethyl ester